(5-(cyclohexylmethyl)pyridin-2-yl)propanamide C1(CCCCC1)CC=1C=CC(=NC1)C(C(=O)N)C